N[C@@H](CC(=O)OCC1=CC=CC=C1)C1=CC=C(C=C1)C1=C(N=CS1)C Benzyl (S)-3-amino-3-(4-(4-methylthiazol-5-yl)phenyl)propanoate